2,5-di-methoxybenzonitrile COC1=C(C#N)C=C(C=C1)OC